C(C)N(CC)CCCNC(OCCCN(CCCCCC(=O)OCC(CCCCCCCCCC)CCCCCCCC)CCCCCC(=O)OCC(CCCCCCCCCC)CCCCCCCC)=O 2-octyldodecyl 3-ethyl-13-(6-((2-octyldodecyl) oxy)-6-oxohexyl)-8-oxo-9-oxa-3,7,13-triazanonadecan-19-oate